NCCNC(=O)C1=NC=CN=C1 N-(2-Aminoethyl)pyrazine-2-carboxamide